5-fluoro-3-((1-tosyl-1H-indol-3-yl)methylene)indolin-2-one FC=1C=C2C(C(NC2=CC1)=O)=CC1=CN(C2=CC=CC=C12)S(=O)(=O)C1=CC=C(C)C=C1